ClC1=CC(=C(C(=C1)C)C=1C(NC2(C1O)CCN(CC2)OC)=O)C 3-(4-chloro-2,6-dimethylphenyl)-4-hydroxy-8-methoxy-1,8-diazaspiro[4.5]decan-3-en-2-one